3-fluoro-4-((6-methoxy-1,7-naphthyridin-4-yl)oxy)aniline FC=1C=C(N)C=CC1OC1=CC=NC2=CN=C(C=C12)OC